[As].[Cu]=O.[Fe] iron-copper oxide arsenic